imidazo[1,2-a]pyridine-2-carbaldehyde N=1C(=CN2C1C=CC=C2)C=O